N-(2-(difluoromethoxy)-6-methylpyridin-3-yl)-3-(2-isopropylphenyl)-1-((2-oxooxazolidin-3-yl)sulfonyl)azetidine-3-carboxamide FC(OC1=NC(=CC=C1NC(=O)C1(CN(C1)S(=O)(=O)N1C(OCC1)=O)C1=C(C=CC=C1)C(C)C)C)F